C(C)(C)(C)C1=NC(=NO1)C(=O)NCC1=C(C=C(C=C1)C1=NC=NN2C1=CC(=C2)N2[C@@H](CN(CC2)C)C)C (R)-5-(tert-butyl)-N-(4-(6-(2,4-dimethylpiperazin-1-yl)pyrrolo[2,1-f][1,2,4]triazin-4-yl)-2-methylbenzyl)-1,2,4-oxadiazole-3-carboxamide